Cl.N1=C(C=CC=C1)C=O (2-pyridinyl)methanone hydrochloride